FC([C@@H]1[C@H](C1)C1=NC(=NN2C1=CC=C2)C=2C(=NC(=NC2)OC)OC)F 4-((1S,2S)-2-(difluoromethyl)cyclopropyl)-2-(2,4-dimethoxypyrimidin-5-yl)pyrrolo[2,1-f][1,2,4]triazine